(3R)-6-[7,7-difluoro-2-[(2S,3R)-3-hydroxy-2-methyl-azetidin-1-yl]-5,6-dihydrocyclopenta[d]pyrimidin-4-yl]-3'-ethyl-spiro[2H-benzofuran-3,5'-imidazolidine]-2',4'-dione FC1(CCC2=C1N=C(N=C2C2=CC1=C(C=C2)[C@]2(C(N(C(N2)=O)CC)=O)CO1)N1[C@H]([C@@H](C1)O)C)F